tert-butyl-5'-bromo-4'-chloro-3-oxospiro[cyclopentane-1,3'-pyrrolo[2,3-b]pyridine] C(C)(C)(C)C=1C2(C=3C(=NC=C(C3Cl)Br)N1)CC(CC2)=O